FC=1C=2N(C=C(C1)NC(=O)N1CC(C=3C1=NC=CC3N3CCN(CC3)C(=O)OC(C)(C)C)C)C=C(N2)C tert-butyl 4-(1-((8-fluoro-2-methylimidazo[1,2-a]pyridin-6-yl)carbamoyl)-3-methyl-2,3-dihydro-1H-pyrrolo[2,3-b]pyridin-4-yl)piperazine-1-carboxylate